ClC1=NC(=NC(=C1)Cl)OC(C)C 4,6-dichloro-2-isopropoxy-pyrimidine